CN1C(=NN=C1)[C@H](CC1CCOCC1)C=1C=C(C=CC1)N1C(C2=CC(=CC(=C2C1)C(F)(F)F)CNC1(CCC1)C)=O (R)-2-(3-(1-(4-methyl-4H-1,2,4-triazol-3-yl)-2-(tetrahydro-2H-pyran-4-yl)ethyl)phenyl)-6-(((1-methylcyclobutyl)amino)methyl)-4-(trifluoromethyl)isoindolin-1-one